ClC=1C=C2CCN(CC2=CC1)S(=O)(=O)N1C(=NC=C1)C 6-chloro-2-(2-methyl-1H-imidazol-1-ylsulfonyl)-1,2,3,4-tetrahydroisoquinoline